C[SiH](C)CCC[N+](CCOCCOCCOCCC(=O)[O-])(CCCS(=O)(=O)[O-])CCCS(=O)(=O)[O-] 2-methyl-6,6-bis(3-sulfonatopropyl)-9,12,15-trioxa-6-aza-2-silaoctadecan-6-ium-18-oate